Diphenylmethyl (R)-2-bromovalerate Br[C@@H](C(=O)OC(C1=CC=CC=C1)C1=CC=CC=C1)CCC